Cl.Cl.N[C@H]1[C@@H](C1)C1=CC(=CS1)C(=O)NC1CCOCC1 5-(trans-2-aminocyclopropyl)-N-(tetrahydro-2H-pyran-4-yl)thiophene-3-carboxamide Dihydrochloride